dipentyl-phosphoric acid C(CCCC)OP(OCCCCC)(O)=O